FC=1C=C(CN2CC(CC2)CC2=CC=3N(C=C2)N=CC3N3C(NC(CC3)=O)=O)C=CC1 1-(5-((1-(3-fluorobenzyl)pyrrolidin-3-yl)methyl)pyrazolo[1,5-a]pyridin-3-yl)dihydropyrimidine-2,4(1H,3H)-dione